3-(fluoromethyl)azetidine-1-carboxamide FCC1CN(C1)C(=O)N